4-(2-(4-chloro-2-fluorophenyl)-2-methylbenzo[d][1,3]dioxol-4-yl)-5,6-dihydropyridine-1(2H)-carboxylate ClC1=CC(=C(C=C1)C1(OC2=C(O1)C=CC=C2C2=CCN(CC2)C(=O)[O-])C)F